6-(2-chlorophenyl)-2-{[3-(pyrrolidin-1-ylmethyl)phenyl]amino}imidazo[1,2-a]pyrimido[5,4-e]pyrimidin-5(6H)-one ClC1=C(C=CC=C1)N1C=2N(C3=C(C1=O)C=NC(=N3)NC3=CC(=CC=C3)CN3CCCC3)C=CN2